acetamido-2,3-dimethyl-2-heptanol C(C)(=O)NCC(C(CCCC)C)(O)C